C(C)(=O)C=1C=C(C=C2C(N(C(NC12)=S)C)=O)C 8-acetyl-3,6-dimethyl-2-thioxo-2,3-dihydro-quinazolin-4(1H)-one